8-(1-bromoethyl)-2-(4,4-dimethyl-1-piperidyl)-6-methyl-3H-quinazolin-4-one BrC(C)C=1C=C(C=C2C(NC(=NC12)N1CCC(CC1)(C)C)=O)C